N-(2-chloro-4-(trifluoromethyl)phenyl)-7-methyl-2-morpholino-5-oxo-5,7,8,9-tetrahydropyrrolo[1,2-c][1,2,4]triazolo[1,5-a]pyrimidine-9-carboxamide ClC1=C(C=CC(=C1)C(F)(F)F)NC(=O)C1CC(C=2N1C=1N(C(C2)=O)N=C(N1)N1CCOCC1)C